NC1=C(SC2=C1C=1N=CC(=NC1C=C2)OC)C(=O)OC methyl 9-amino-3-methoxythieno[3,2-f]quinoxaline-8-carboxylate